C(C)OC(=O)C1=C(C2=C(S1)C(=CC=C2)C=2C=C1CN(C(C1=CC2)=O)C)N 3-Amino-7-(2-methyl-1-oxo-isoindol-5-yl)benzo[b]thiophene-2-carboxylic acid ethyl ester